FC1(CCC(CC1)C1=NN=C(O1)[C@@H]1CC[C@H](CC1)C(=O)O)F trans-4-(5-(4,4-difluorocyclohexyl)-1,3,4-oxadiazol-2-yl)cyclohexanecarboxylic acid